ClC=1C=C(C(=NC1)NC(=O)C1(CCC(CC1)(C(=O)O)C)C1=C(C=CC=C1)C(C)C)OC(F)F (1r,4r)-4-((5-chloro-3-(difluoromethoxy)pyridin-2-yl)carbamoyl)-4-(2-isopropylphenyl)-1-methylcyclohexane-1-carboxylic acid